ClC1=C(C=CC=C1)S(=O)(=O)NC1=NC(=C(C=C1)C1=CC2=C(N=C(N=C2)NC2CCC(CC2)N(C)CCF)N(C1=O)C(C)C)C 2-chloro-N-(5-(2-(((1r,4r)-4-((2-fluoro-ethyl)(methyl)amino)-cyclohexyl)amino)-8-isopropyl-7-oxo-7,8-dihydropyrido[2,3-d]-pyrimidin-6-yl)-6-methylpyridin-2-yl)-benzenesulfonamide